C(#C)C=1C=C(C(=NC1)F)NC1=NC=NC2=CC=C(C=C12)[C@H]1CN(CC1)C(C=C)=O (S)-1-(3-(4-((5-ethynyl-2-fluoropyridin-3-yl)amino)quinazolin-6-yl)pyrrolidin-1-yl)prop-2-en-1-one